N-(4-(N-(4-chlorobenzyl)-N-cyclopentylsulfamoyl)phenyl)nicotinamide ClC1=CC=C(CN(S(=O)(=O)C2=CC=C(C=C2)NC(C2=CN=CC=C2)=O)C2CCCC2)C=C1